CCC(CC)N1N=CC(=C1)C=1C=2N(C=C(N1)C=1C=NN(C1)C[C@H](CC)O)N=CC2 (S)-1-(4-(4-(1-(pentan-3-yl)-1H-pyrazol-4-yl)pyrazolo[1,5-a]pyrazin-6-yl)-1H-pyrazol-1-yl)butan-2-ol